C(C)(C)C1=C(NC2=CC=C(C=C12)C1OCCN(C1)CC(=O)N(C)C)C=1C=C(C=2N(C1)N=CN2)C 2-(2-(3-isopropyl-2-(8-methyl-[1,2,4]triazolo[1,5-a]pyridin-6-yl)-1H-indol-5-yl)morpholino)-N,N-dimethylacetamide